2,4-dioxo-1,2,3,4-tetrahydro-1,5-naphthyridine-3-carbonitrile O=C1NC2=CC=CN=C2C(C1C#N)=O